O=C1NC2=CC=CC=C2[C@]12CN([C@@H](C2)C(=O)OC)C(=O)OC(C)(C)C 1'-(tert-butyl) 5'-methyl (3R,5'S)-2-oxospiro[indoline-3,3'-pyrrolidine]-1',5'-dicarboxylate